ClC1=CC=C(C=C1)C=1N(C(C2=C(N1)C(=NC=C2)C=2C=NN(C2)C)=O)[C@@H]2[C@@H](CCCC2)O (4-chlorophenyl)-3-((1S,2R)-2-hydroxycyclohexyl)-8-(1-methyl-1H-pyrazol-4-yl)pyrido[3,4-d]pyrimidin-4(3H)-one